NN1C=NC=2N(C(N(C2C1=O)CCCC)=O)[C@@H]1O[C@@H](C[C@H]1O)CO amino-7-butyl-9-((2R,3R,5S)-3-hydroxy-5-(hydroxymethyl)tetrahydrofuran-2-yl)-7,9-dihydro-1H-purine-6,8-dione